C1(CC1)C1=NC=NC(=C1C=1N=CC2=C(N1)N(C(C(=C2)C=2C=NN(C2)C)=O)CC2=CC=C(C=C2)N2N=C(C=C2OC)C(F)(F)F)OC 2-(4-cyclopropyl-6-methoxypyrimidin-5-yl)-8-({4-[5-methoxy-3-(trifluoromethyl)pyrazol-1-yl]phenyl}methyl)-6-(1-methylpyrazol-4-yl)pyrido[2,3-d]pyrimidin-7-one